methyl 2-(2,6-difluoro-4-(4,4,5,5-tetramethyl-1,3,2-dioxaborolan-2-yl)benzyl)-1-(2-methoxyethyl)-1H-benzo[d]imidazole-6-carboxylate FC1=C(CC2=NC3=C(N2CCOC)C=C(C=C3)C(=O)OC)C(=CC(=C1)B1OC(C(O1)(C)C)(C)C)F